(R)-tert-butyl 5,5-dimethyl-4-(methyl(m-tolyl)carbamoyl)thiazolidine-3-carboxylate CC1([C@H](N(CS1)C(=O)OC(C)(C)C)C(N(C=1C=C(C=CC1)C)C)=O)C